N-(5-(4-fluorophenoxy)pyridin-2-yl)-2-(4-(6-methoxy-5-((methylamino)methyl)nicotinoyl)-3,3-dimethylpiperazin-1-yl)propanamide FC1=CC=C(OC=2C=CC(=NC2)NC(C(C)N2CC(N(CC2)C(C2=CN=C(C(=C2)CNC)OC)=O)(C)C)=O)C=C1